N'-{1-[4-chloro-2-(6-methoxypyrimidin-4-yl)phenyl]ethenyl}ethoxycarbohydrazide ClC1=CC(=C(C=C1)C(=C)CCON(N)C(=O)NN)C1=NC=NC(=C1)OC